C(CCCCCCCCCCCCCC=C)N 15-hexadecen-1-amine